ClC1=NC=C(C(=N1)OC1CCCC1)C 2-chloro-4-(cyclopentyloxy)-5-methylpyrimidine